(R)-4-((2-chloro-5-((3-methoxy-1-methyl-1H-pyrazol-4-yl)ethynyl)pyridin-4-yl)amino)butan-2-ol ClC1=NC=C(C(=C1)NCC[C@@H](C)O)C#CC=1C(=NN(C1)C)OC